COC1CCN(CC1)C(=O)C1=CC=C(C=C1)C(C(=O)N)C1=C(C=CC=2N1C=NC2)C2=CC=CC=C2 (4-(4-methoxypiperidine-1-carbonyl)phenyl)-2-(6-phenylimidazo[1,5-a]pyridin-5-yl)acetamide